1-(4-fluoro-phenyl)-butan-1-one FC1=CC=C(C=C1)C(CCC)=O